C(C)C1(NC(N(C(C1)=O)[C@@H]1[C@@](OC2=C1C=C(C=C2)C(=O)N[C@H]2[C@@H](CC1=CC=CC=C21)O)(C)COC)=N)CC (2S,3S)-3-(4,4-diethyl-2-imino-6-oxotetrahydropyrimidin-1(2H)-yl)-N-((1R,2R)-2-hydroxy-2,3-dihydro-1H-inden-1-yl)-2-(methoxymethyl)-2-methyl-2,3-dihydrobenzofuran-5-carboxamide